Tert-Butyl-(1R,4S,5R,6S)-5,6-dihydroxy-3-oxo-2-azabicyclo[2.2.1]heptane-2-carboxylate C(C)(C)(C)OC(=O)N1[C@H]2[C@@H]([C@@H]([C@@H](C1=O)C2)O)O